{4-[3-(4-methylpiperazin-1-yl)pyridin-2-yl]phenyl}methanol CN1CCN(CC1)C=1C(=NC=CC1)C1=CC=C(C=C1)CO